1-(4-(2-(3-(9-benzyl-6-(1-methylcyclopropoxy)-9H-purin-8-yl)-2-chlorophenoxy)ethyl)piperazin-1-yl)ethan-1-one C(C1=CC=CC=C1)N1C2=NC=NC(=C2N=C1C=1C(=C(OCCN2CCN(CC2)C(C)=O)C=CC1)Cl)OC1(CC1)C